(4-(7-chloro-2H-benzo[b][1,4]oxazin-4(3H)-yl)tetrahydrofuran-2-yl)methanol ClC=1C=CC2=C(OCCN2C2CC(OC2)CO)C1